CN1C(=C(C(C=C1C)=O)O)C(NC(C)=S)C=1NC=CN1 1,6-dimethyl-2-((2-imidazolyl)-thioacetamidomethyl)-3-hydroxy-4-pyridone